Tert-butyl (S)-3-(2-hydroxyethyl)piperazine-1-carboxylate OCC[C@H]1CN(CCN1)C(=O)OC(C)(C)C